(R)-5-(2-(2-(2-aminoethoxy)-5-fluorophenyl)pyrrolidin-1-yl)pyrazolo[1,5-a]Pyrimidine-3-amine trifluoroacetate salt FC(C(=O)O)(F)F.NCCOC1=C(C=C(C=C1)F)[C@@H]1N(CCC1)C1=NC=2N(C=C1)N=CC2N